C(C)NC(=O)C1=CC2=C(C(N(C=C2C(=O)OC)C)=O)N1COCC[Si](C)(C)C methyl 2-(ethylcarbamoyl)-6-methyl-7-oxo-1-((2-(trimethylsilyl)ethoxy)methyl)-6,7-dihydro-1H-pyrrolo[2,3-c]pyridin-4-carboxylate